BrC1=CC(=C(C=C1)C[C@H]1NC(=NOC1)C1=C(N=NC(=C1)C)OC1=C(C(=CC=C1)Cl)F)C |r| rac-5-[(4-bromo-2-methylphenyl)methyl]-3-[3-(3-chloro-2-fluorophenoxy)-6-methylpyridazin-4-yl]-5,6-dihydro-4H-1,2,4-oxadiazine